BrC=1C(=CC2=C(N=C(S2)CNC(OC(C)(C)C)=O)C1)OC tert-Butyl ((5-bromo-6-methoxybenzo[d]thiazol-2-yl)methyl)carbamate